C(C)(=O)OCCCN1N=CC2=CC=CC=C12 1-(3-Acetyloxypropyl)indazol